(4-(3-(4-Methoxyphenyl)-1,2,4-oxadiazol-5-yl)piperazin-1-yl)(4-methoxypiperidin-1-yl)methanone COC1=CC=C(C=C1)C1=NOC(=N1)N1CCN(CC1)C(=O)N1CCC(CC1)OC